ClC=1C=C(C=CC1F)NC(=S)NC1=C(C=C(C=C1)[N+](=O)[O-])OC N-(3-chloro-4-fluorophenyl)-N'-(2-methoxy-4-nitrophenyl)thiourea